CC1=C(N=NC(=C1)N[C@H]1CN(CCC1)C)C1=CC=2CCCCC2C=C1 (R)-2-(4-Methyl-6-((1-methylpiperidin-3-yl)amino)pyridazin-3-yl)-5,6,7,8-tetrahydronaphthalene